(3-((tert-butyldiphenylsilyl)oxy)bicyclo[3.1.0]hexane-6-yl)-3-(2-(trifluoromethyl)pyrimidin-4-yl)propane-1,3-dione [Si](C1=CC=CC=C1)(C1=CC=CC=C1)(C(C)(C)C)OC1CC2C(C2C1)C(CC(=O)C1=NC(=NC=C1)C(F)(F)F)=O